C(C)(C)(C)OC(=O)N1C[C@@H](CCC1)C(=O)O |r| racemic-1-(tert-butoxycarbonyl)piperidine-3-carboxylic acid